(2R,4R)-1-(3-chloro-2-fluorobenzyl)-4-((4-chloro-3,5-dimethyl-6-((5-methyl-1H-pyrazol-3-yl)amino)pyridin-2-yl)methyl)-2-methyl-piperidine-4-carboxylic acid ClC=1C(=C(CN2[C@@H](C[C@@](CC2)(C(=O)O)CC2=NC(=C(C(=C2C)Cl)C)NC2=NNC(=C2)C)C)C=CC1)F